manganese (II) bis-L-alanine N[C@@H](C)C(=O)O.N[C@@H](C)C(=O)O.[Mn+2]